((2R,3R,4S,5R)-3-(Benzoyloxy)-5-(6-chloro-2-fluoro-9H-purin-9-yl)-4-fluorotetrahydrofuran-2-yl)methyl benzoate C(C1=CC=CC=C1)(=O)OC[C@H]1O[C@H]([C@H]([C@@H]1OC(C1=CC=CC=C1)=O)F)N1C2=NC(=NC(=C2N=C1)Cl)F